O=C1NC(CCC1N1C(C2=CC=C(C=C2C1)O[C@H]1[C@@H](CCC1)N1CCC(CC1)(C#N)C(F)(F)F)=O)=O 1-((1R,2R)-2-((2-(2,6-dioxopiperidin-3-yl)-1-oxoisoindolin-5-yl)oxy)cyclopentyl)-4-(trifluoromethyl)piperidine-4-carbonitrile